COC1=CC2=C(N/C(/N2)=N/P(OCC)(OCC)=O)C=C1 Diethyl (Z)-(5-methoxy-1,3-dihydro-2H-benzo[d]imidazol-2-ylidene)phosphoramidate